C(=O)C1CCC(CC1)N1N=C2C=C(C(=CC2=C1)NC(=O)C=1N=NC=CC1)OC N-[2-(4-formylcyclohexyl)-6-methoxy-indazol-5-yl]pyridazine-3-carboxamide